4-(3-methylphenyl)-3-butynoic acid CC=1C=C(C=CC1)C#CCC(=O)O